BrC1=CC=2C(C3=CC(=CC=C3C2C=C1)C1=CC=C(C=C1)Br)(C)C 2-bromo-7-(4-bromophenyl)-9,9-dimethyl-9H-fluorene